3,3-di(4-methoxyphenyl)-6,11-dimethoxy-13-methyl-13-(2-(2-(2-(2-hydroxyethoxy)ethoxy)ethoxy)ethoxy)-3H,13H-indeno[2',3':3,4]naphtho[1,2-b]pyran COC1=CC=C(C=C1)C1(C=CC2=C(O1)C=1C=C(C=CC1C1=C2C(C2=CC(=CC=C21)OC)(OCCOCCOCCOCCO)C)OC)C2=CC=C(C=C2)OC